6-(2-methylpyridin-4-yl)quinolin CC1=NC=CC(=C1)C=1C=C2C=CC=NC2=CC1